C(#N)C1=NC=C(C(=C1)NC(N)=O)C N'-(2-cyano-5-methylpyridin-4-yl)urea